FC=1C=C(C=NC1N1C=NC(=C1)[C@@]1(S(CCC1)(=O)=O)C)NC(=O)[C@@H]1COC2=CC(=CC=C2C1)C(F)(F)F |o1:12| (S)-N-(5-fluoro-6-(4-((R or S)-2-methyl-1,1-dioxidotetrahydrothiophen-2-yl)-1H-imidazol-1-yl)pyridin-3-yl)-7-(trifluoromethyl)chromane-3-carboxamide